6-bromo-2-(1-(2-chlorophenyl)-2,5-dimethyl-1H-pyrrol-3-yl)-N-((S)-1-(ethylsulfonyl)pyrrolidin-3-yl)-3H-imidazo[4,5-b]pyridin-7-amine BrC=1C(=C2C(=NC1)NC(=N2)C2=C(N(C(=C2)C)C2=C(C=CC=C2)Cl)C)N[C@@H]2CN(CC2)S(=O)(=O)CC